benzyl (2S)-2-(cyanomethyl)-4-[7-[3-fluoro-2-(trifluoromethyl)phenyl]-2-[[(2S)-1-methylpyrrolidin-2-yl]methoxy]-6,8-dihydro-5H-pyrido[3,4-d]pyrimidin-4-yl]piperazine-1-carboxylate C(#N)C[C@@H]1N(CCN(C1)C=1C2=C(N=C(N1)OC[C@H]1N(CCC1)C)CN(CC2)C2=C(C(=CC=C2)F)C(F)(F)F)C(=O)OCC2=CC=CC=C2